C(C)C=1C(=C(C=CC1F)C1COC(C1)(C(F)(F)F)C)OC 3-(3-ethyl-4-fluoro-2-methoxy-phenyl)-5-methyl-5-(trifluoromethyl)tetrahydrofuran